methyl 2-(3-((tert-butoxycarbonyl)amino)prop-1-yn-1-yl)-4-(4-(5-((3aS,4S,6aR)-2-oxohexahydro-1H-thieno[3,4-d]imidazol-4-yl)pentanamido)butanamido)benzoate C(C)(C)(C)OC(=O)NCC#CC1=C(C(=O)OC)C=CC(=C1)NC(CCCNC(CCCC[C@@H]1SC[C@@H]2NC(N[C@@H]21)=O)=O)=O